[(1r,3r)-3-fluorocyclobutyl]propanamide FC1CC(C1)C(C(=O)N)C